The molecule is a member of the class of acetamides that is acetamide in which the hydrogens attached to the N atom have been replaced by two methyl groups respectively. Metabolite observed in cancer metabolism. It has a role as a human metabolite. It is a member of acetamides and a monocarboxylic acid amide. It derives from an acetamide. CC(=O)N(C)C